methyl 3-(6-(3,6-dihydro-2H-pyran-4-yl)pyridin-2-yl)oxetane-3-carboxylate O1CCC(=CC1)C1=CC=CC(=N1)C1(COC1)C(=O)OC